ClC=1C=CC2=C(C(CO2)N[C@H]2N(C=CC=N2)O)C1 (R)-2-((5-Chloro-2,3-dihydrobenzofuran-3-yl)amino)-N-hydroxypyrimidine